C1(CC1)C(=O)N1CCN(CC1)C(=O)C=1C(=C2C(=NC1)N(N=C2)C)N2CCC(CC2)(C#N)C 1-(5-(4-(cyclopropanecarbonyl)piperazine-1-carbonyl)-1-methyl-1H-pyrazolo[3,4-b]pyridin-4-yl)-4-methylpiperidine-4-carbonitrile